4,4',4'',4'''-(9,9'-spirobi[fluorene]-2,2',7,7'-tetrayltetrakis{(4-methoxyphenyl)azanediyl})tetrabenzaldehyde C1=C(C=CC=2C3=CC=C(C=C3C3(C12)C1=CC(=CC=C1C=1C=CC(=CC13)N(C1=CC=C(C=C1)OC)C1=CC=C(C=O)C=C1)N(C1=CC=C(C=C1)OC)C1=CC=C(C=O)C=C1)N(C1=CC=C(C=C1)OC)C1=CC=C(C=O)C=C1)N(C1=CC=C(C=C1)OC)C1=CC=C(C=O)C=C1